[C-]1(C=CC=C1)[NH-].[CH-]1C=CC=C1.[Fe+2] ferrocenyl-amide